C(C)(C)(C)C1CCCC12CN(CCC2CBr)C(=O)OC=2C(=C1CC[C@](OC1=C(C2C)C)(CCCCCCCCC(F)(F)F)C)C (R)-2,5,7,8-tetramethyl-2-(9,9,9-trifluorononyl)chroman-6-ol tert-butyl-10-(bromomethyl)-7-azaspiro[4.5]decane-7-carboxylate